C(C)(C)(C)OC(=O)N[C@H](C(=O)O[C@@H]1C[C@H]2N(CCC3=CC(=C(C=C23)OC)OC)C[C@H]1CC(C)C)C(C)C (S)-(2R,3R,11bR)-3-isobutyl-9,10-dimethoxy-2,3,4,6,7,11b-hexahydro-1H-pyrido[2,1-a]isoquinolin-2-yl 2-((tert-butoxycarbonyl) amino)-3-methylbutanoate